Ethyl-amino-pyrimidinone C(C)C=1C(=NC(NC1)=O)N